C(CCCCCCCCCCCCCCCCC)(=O)NCCC(=O)O N-stearoyl-β-alanine